(2-heptadecyloxy-2-hydroxy-propylamino)benzene C(CCCCCCCCCCCCCCCC)OC(CNC1=CC=CC=C1)(C)O